NCCCN1C(CCC1)=O N-aminopropyl-butyrolactam